NC1=CC=2C(=C3C(=NC2C=C1F)C1=CC2=C(C(N1C3)=O)COC([C@]2(O)CC)=O)CN(S(=O)(=O)C)C (S)-N-((9-amino-4-ethyl-8-fluoro-4-hydroxy-3,14-dioxo-3,4,12,14-tetrahydro-1H-pyrano[3',4':6,7]indolizino[1,2-b]quinolin-11-yl)methyl)-N-methylmethanesulfonamide